[Cl-].[Li+].CC1(N(C(CCC1)(C)C)[Mg]Cl)C 2,2,6,6-tetramethyl-piperidyl-magnesium chloride lithium chloride